2-(2,3-dihydro-1,4-benzodioxin-6-yl)-3-(methylamino)imidazo[1,2-a]pyridine-7-carbonitrile O1CCOC2=C1C=CC(=C2)C=2N=C1N(C=CC(=C1)C#N)C2NC